CC1(C=CCC1)C(C)=O 1-(1-Methyl-2-cyclopentenyl)ethanone